N-(2-(2-methoxyethoxy)benzo[d]thiazol-5-yl)-5,6-dihydrobenzo[f]imidazo[1,5-d][1,4]oxazepine-10-carboxamide COCCOC=1SC2=C(N1)C=C(C=C2)NC(=O)C=2C=CC1=C(C=3N(CCO1)C=NC3)C2